BrC=1C=CC(=C2C=C(C=NC12)C(F)(F)F)C[C@@H](C(=O)OC)NC(C1=C(C=CC=C1F)F)=O methyl (S)-3-(8-bromo-3-(trifluoromethyl)quinolin-5-yl)-2-(2,6-difluoro benzamido)propanoate